(3R)-1-(7-(2-amino-7-fluorobenzo[d]thiazol-4-yl)-6,8-difluoro-2-((hexahydro-1H-pyrrolizin-7a-yl)methoxy)quinazolin-4-yl)-3-methylpiperidin-3-ol NC=1SC2=C(N1)C(=CC=C2F)C2=C(C=C1C(=NC(=NC1=C2F)OCC21CCCN1CCC2)N2C[C@@](CCC2)(O)C)F